N(CCC1=CC(O)=C(O)C=C1)C(=O)NN dopamine-carbohydrazide